C(C)C(CN)CCCCCCCCN 2-ethyl-1,10-diaminodecane